8-bromo-6-chloro-3-(1-tetrahydropyran-2-ylpyrazol-3-yl)-[1,2,4]triazolo[4,3-b]pyridazine BrC=1C=2N(N=C(C1)Cl)C(=NN2)C2=NN(C=C2)C2OCCCC2